(S)-4-(5-(2-decanamido-3-(hexylamino)-3-oxopropyl)-1,3,4-oxadiazol-2-yl)benzoic acid C(CCCCCCCCC)(=O)N[C@@H](CC1=NN=C(O1)C1=CC=C(C(=O)O)C=C1)C(=O)NCCCCCC